4-((2-(benzyloxy)ethyl)sulphonylamino)-2-(6-azaspiro[2.5]oct-6-yl)benzoic acid C(C1=CC=CC=C1)OCCS(=O)(=O)NC1=CC(=C(C(=O)O)C=C1)N1CCC2(CC2)CC1